(3-methoxypiperidin-1-yl)thieno[2,3-c]pyridine-2-carbaldehyde COC1CN(CCC1)C1=C(SC2=CN=CC=C21)C=O